COC(CC)CC(CC)OC 3,5-dimethoxyheptane